COCC12CNCC(CC1)N2C(=O)OC(C)(C)C Racemic-tert-butyl 1-(methoxymethyl)-3,8-diazabicyclo[3.2.1]octane-8-carboxylate